CNC(=O)C1=CC(=CC=2[C@H](COC21)C2=CC=CC=C2)C(=O)OC |r| methyl (+/-)-7-(methylcarbamoyl)-3-phenyl-2,3-dihydrobenzofuran-5-carboxylate